2-methyl-N-(benzenesulfonyl)propionamide CC(C(=O)NS(=O)(=O)C1=CC=CC=C1)C